6-([5-Amino-3-chlorobicyclo[4.2.0]octa-1(6),2,4-trien-2-yl]oxy)-4-isopropyl-2H-pyridazin-3-one NC1=CC(=C(C=2CCC12)OC=1C=C(C(NN1)=O)C(C)C)Cl